tert-butyl (2-chloro-5-(2H-tetrazol-5-yl)phenyl)carbamate ClC1=C(C=C(C=C1)C=1N=NNN1)NC(OC(C)(C)C)=O